C(C)(C)(C)C1=CC(=C2CCC(C2=C1)(C)C)C(C)=O 1-(6-(tert-butyl)-1,1-dimethyl-2,3-dihydro-1H-inden-4-yl)ethan-1-one